(S)-N'-((1,2,3,5,6,7-hexahydrodicyclopenta[b,e]pyridin-8-yl)carbamoyl)-4-(2-hydroxypropan-2-yl)thiophene-2-sulfonimidamide C1CCC2=NC3=C(C(=C21)NC(=O)N=[S@@](=O)(N)C=2SC=C(C2)C(C)(C)O)CCC3